N-hydroxy-3-{[5-(trifluoromethyl)pyridin-2-yl]sulfanyl}pyridazine-4-carboximidamide ONC(=N)C1=C(N=NC=C1)SC1=NC=C(C=C1)C(F)(F)F